N1C(=NC2=C1C=CC=C2)C2(C(N(C1=CC=C(C=C21)Br)C)=O)C2=C(C=CC=C2)O 3-(1H-Benzo[d]imidazol-2-yl)-5-bromo-3-(2-hydroxyphenyl)-1-methylindolin-2-one